ClC=1N=C2N(C(C1)=O)C=CN2 7-chloroimidazo[1,2-a]pyrimidin-5(1H)-one